L-2-diethylaminoethyl chloride hydrochloride Cl.C(C)N(CCCl)CC